6-(((2S,7aS)-2-Fluorotetrahydro-1H-pyrrolizin-7a(5H)-yl)methoxy)-N-(3-methyl-4-((1-methyl-1H-benzo[d]imidazol-5-yl)oxy)phenyl)pyrimido[5,4-d]pyrimidin-4-amine F[C@H]1C[C@@]2(CCCN2C1)COC=1N=CC=2N=CN=C(C2N1)NC1=CC(=C(C=C1)OC1=CC2=C(N(C=N2)C)C=C1)C